ClC1=CC=C(OC2=CC=C(C=C2)NC=2C=C3CN(C(C3=CC2)=O)C)C=C1 5-((4-(4-chlorophenoxy)phenyl)amino)-2-methylisoindolin-1-one